6-amino-9-[(4R)-3,3-difluoropiperidin-4-yl]-7-(4-phenoxyphenyl)purin-8-one hydrochloride Cl.NC1=C2N(C(N(C2=NC=N1)[C@H]1C(CNCC1)(F)F)=O)C1=CC=C(C=C1)OC1=CC=CC=C1